CC1=C(C(=CC=C1)C)CCC=O 2,6-DIMETHYL-BENZENEPROPANAL